6-(2,3-Difluorophenyl)-8-(2-fluorobenzyl)-2-(4-fluorobenzyl)imidazo[1,2-a]pyrazin-3(7H)-one FC1=C(C=CC=C1F)C=1NC(=C2N(C1)C(C(=N2)CC2=CC=C(C=C2)F)=O)CC2=C(C=CC=C2)F